7-(1-hydroxy-2-oxo-2-(5-(trifluoromethyl)pyrazin-2-yl)ethyl)-6,7-dihydro-1,7-naphthyridin-8(5H)-one OC(C(C1=NC=C(N=C1)C(F)(F)F)=O)N1CCC=2C=CC=NC2C1=O